2-undecyltetrahydro-4H-furo[3,2-d][1,3]dioxin-7-yl sulfat S(=O)(=O)(OC1COC2C1OC(OC2)CCCCCCCCCCC)[O-]